(S)-tert-butyl 2-(2-(2-(4-(2,5-dioxo-2,5-dihydro-1H-pyrrol-1-yl) butanamido) acetamido) acetamido)-3-methylbutanoate O=C1N(C(C=C1)=O)CCCC(=O)NCC(=O)NCC(=O)N[C@H](C(=O)OC(C)(C)C)C(C)C